C=C1CC=CC=2C(NC(C12)=O)=O 7-methylideneisoindole-1,3(2H)-dione